2-carboxyhydrazine C(=O)(O)NN